ClC=1C(=C(C(=O)N2[C@@H](CN(CC2)C(=O)OC(C)(C)C)CO)C=C(C1I)F)F tert-Butyl (3S)-4-(3-chloro-2,5-difluoro-4-iodo-benzoyl)-3-(hydroxymethyl)piperazine-1-carboxylate